tert-butyl ((2,6-difluoropyridin-3-yl)sulfonyl)(thiazol-4-yl)carbamate FC1=NC(=CC=C1S(=O)(=O)N(C(OC(C)(C)C)=O)C=1N=CSC1)F